ClC1=CC=C(C=C1)OC(=O)N1C[C@@H](CC(C1)(F)F)N1C(CC(CC1)C)=O (3'r)-5',5'-difluoro-4-methyl-2-oxo[1,3'-bipiperidine]-1'-carboxylic acid 4-chlorophenyl ester